1-cyclopropyl-6,7-difluoro-4-oxo-1,4-dihydro-quinoline-3-carbaldehyde C1(CC1)N1C=C(C(C2=CC(=C(C=C12)F)F)=O)C=O